cyclopropanecarboxylic acid ethyl ester C(C)OC(=O)C1CC1